3-[2-[4-(8-chloro-6-cyano-4-oxo-chromen-2-yl)phenoxy]ethoxy]cyclobutanecarboxylic acid ClC=1C=C(C=C2C(C=C(OC12)C1=CC=C(OCCOC2CC(C2)C(=O)O)C=C1)=O)C#N